C(C)(C)(C)OC(=O)N1C[C@@H](CCC1)N(C1=NC=CC2=C1C=C(S2)C=2C=C(C=CC2)CC(=O)O)C(C2=C(C=C(C=C2)N2N=NC=1C2=NC=CC1)F)=O 2-[3-[4-[[(3R)-1-tert-butoxycarbonyl-3-piperidyl]-[2-fluoro-4-(triazolo[4,5-b]pyridine-3-yl)benzoyl]amino]thieno[3,2-c]pyridin-2-yl]phenyl]acetic acid